NC=1C=C(C=CC1N(CC(C)C)CC(C)C)C(C#N)CC 2-[3-amino-4-[bis(2-methylpropyl)amino]phenyl]butanenitrile